3-ethoxy-N-methyl-4-(7-oxo-6,7-dihydro-3H-[1,2,3]triazolo[4,5-d]pyrimidin-5-yl)-N-phenylbenzamide C(C)OC=1C=C(C(=O)N(C2=CC=CC=C2)C)C=CC1C=1NC(C2=C(N1)NN=N2)=O